benzothiazolylpyrimidineamine S1C(=NC2=C1C=CC=C2)C2=NC(=NC=C2)N